2-(difluoromethoxy)-4-(4-(4-methylpiperazin-1-yl)piperidin-1-yl)aniline FC(OC1=C(N)C=CC(=C1)N1CCC(CC1)N1CCN(CC1)C)F